O1C=NC=C1C1=CC=C(C(=O)[O-])C=C1 4-(oxazol-5-yl)benzoate